1,2:8,9-diepoxynonane C1C(CCCCCC2CO2)O1